O=C1CC(C1)C=1C=NN(C1)C12CC(C1)(C2)C(=O)OC methyl 3-[4-(3-oxocyclobutyl)-1H-pyrazol-1-yl]bicyclo[1.1.1]pentane-1-carboxylate